N-(5-((4-chlorobenzyl)oxy)-1,3,4-thiadiazol-2-yl)-3-(4-methyl-1H-pyrazol-5-yl)isonicotinamide ClC1=CC=C(COC2=NN=C(S2)NC(C2=C(C=NC=C2)C2=C(C=NN2)C)=O)C=C1